3-(7-(8-(((3s,5s,7s)-adamantan-1-yl)amino)octyl)-4-oxo-2-(trifluoromethyl)quinazolin-3(4H)-yl)piperidine-2,6-dione C12(CC3CC(CC(C1)C3)C2)NCCCCCCCCC2=CC=C3C(N(C(=NC3=C2)C(F)(F)F)C2C(NC(CC2)=O)=O)=O